C(C)(C)(C)O[C@@H]([C@H](N)C(=O)O)C O-tert-butyl-threonine